1-(4-bromophenyl)vinylsulfone BrC1=CC=C(C=C1)C(=C)S(=O)(=O)C(=C)C1=CC=C(C=C1)Br